tri(isocyanatophenyl) triphosphate O(P(OC1=C(C=CC=C1)N=C=O)(=O)OP(=O)(OC1=C(C=CC=C1)N=C=O)OP(=O)([O-])[O-])C1=C(C=CC=C1)N=C=O